2-[(2R)-3-(3,4-Dihydro-1H-isochinolin-2-yl)-2-hydroxy-propyl]-6-(tetrahydrofuran-3-ylamino)-3,4-dihydroisochinolin-1-on C1N(CCC2=CC=CC=C12)C[C@H](CN1C(C2=CC=C(C=C2CC1)NC1COCC1)=O)O